4-[3-[2,6-Dichloro-4-(7-methyl-2,7-diazaspiro[3.5]nonan-2-yl)benzoyl]-2,4-dihydro-1,3-benzoxazin-8-yl]-5-fluoro-2-(3-oxa-8-azabicyclo[3.2.1]oct-8-yl)benzoic acid ClC1=C(C(=O)N2COC3=C(C2)C=CC=C3C3=CC(=C(C(=O)O)C=C3F)N3C2COCC3CC2)C(=CC(=C1)N1CC2(C1)CCN(CC2)C)Cl